DIMETHYL-TAURINE SODIUM [Na].CN(CCS(=O)(=O)O)C